C(C1CO1)OCCC[Si](Cl)(Cl)Cl 3-(2,3-epoxypropoxy)propyltrichlorosilane